3-((6-methoxypyridin-3-yl)methyl)-3,6-diazabicyclo[3.1.1]heptane-6-carboxylic acid tert-butyl ester C(C)(C)(C)OC(=O)N1C2CN(CC1C2)CC=2C=NC(=CC2)OC